dicarboxyhexaanimine platinum [Pt].C(=O)(O)C(C(=N)C(=O)O)CCCC